3-CARBOXY-5-FLUOROPYRIDINE-4-BORONIC ACID C(=O)(O)C=1C=NC=C(C1B(O)O)F